2,5-bis(tert-butylperoxy)hexyne C(C)(C)(C)OOC(C)C#CC(C)OOC(C)(C)C